4-amino-7-chloro-N-cyclopropyl-1-methyl-N-((1S)-1-(6-(trifluoromethyl)-3-pyridazinyl)ethyl)-1H-pyrazolo[4,3-c]quinoline-8-carboxamide NC1=NC=2C=C(C(=CC2C2=C1C=NN2C)C(=O)N([C@@H](C)C=2N=NC(=CC2)C(F)(F)F)C2CC2)Cl